CCC(C(=O)C(C)(C)C1(N=N1)CC)C(C)(C)C#N azodimethylvaleronitrile